C1(CC1)C1=C(CN2C(N(CC=3C2=NN(C3)C)C3CCN(CC3)C3=C(C=CC=C3OC(F)(F)F)F)=O)C=CC=C1 7-(2-Cyclopropyl-benzyl)-5-[1-(2-fluoro-6-trifluoromethoxy-phenyl)-piperidin-4-yl]-2-methyl-2,4,5,7-tetrahydro-pyrazolo[3,4-d]pyrimidin-6-on